tert-butyl (3S)-4-(4-{5-[(4S)-2-amino-3-cyano-4-methyl-4,5,6,7-tetrahydro-1-benzothiophen-4-yl]-1,2,4-oxadiazol-3-yl}pyrimidin-2-yl)-3-methyl-1,4-diazepane-1-carboxylate NC=1SC2=C(C1C#N)[C@@](CCC2)(C)C2=NC(=NO2)C2=NC(=NC=C2)N2[C@H](CN(CCC2)C(=O)OC(C)(C)C)C